NC1=C2C(=NC=N1)N(N=C2C2=CC=C(C=C2)OC2=CC=CC=C2)C2CCN(CC2)CC2=C(C=NC=C2F)N2C(NC(CC2)=O)=O 1-(4-((4-(4-amino-3-(4-phenoxyphenyl)-1H-pyrazolo[3,4-d]pyrimidin-1-yl)piperidin-1-yl)methyl)-5-fluoropyridin-3-yl)dihydropyrimidine-2,4(1H,3H)-dione